ClC=1N=CC=C2C1N(C=C2C2=NC(=NC=C2F)NC=2C(=NN(C2)C)OC)S(=O)(=O)CC2=CC=CC=C2 4-(7-chloro-1-toluenesulfonyl-1H-pyrrolo[2,3-c]pyridin-3-yl)-5-fluoro-N-(3-methoxy-1-methyl-1H-pyrazol-4-yl)pyrimidin-2-amine